iodothiophosphorus IS[P]